N-allyldiphenylamine C(C=C)N(C1=CC=CC=C1)C1=CC=CC=C1